2,2-Bis(hydroxymethyl)octanoic acid OCC(C(=O)O)(CCCCCC)CO